C(=O)(O)C1=CC(=C(C=C1O)CN)O (4-carboxy-2,5-dihydroxyphenylmethyl)amine